C(C=C)(=O)OCCCCO[Si](OC)(OC)C acryloxypropylmethyltrimethoxysilan